C1(=CC=CC=C1)C1=NC(=NC(=N1)C1=CC=CC=C1)C1=C(C(=C(C(=C1N1C2=C(C3=CC=CC=C13)C=CN=C2)N2C1=C(C3=CC=CC=C23)C=CN=C1)N1C2=C(C3=CC=CC=C13)C=CN=C2)N2C1=C(C3=CC=CC=C23)C=CN=C1)C=1OC2=C(N1)C=CC=C2 2-(2-(4,6-diphenyl-1,3,5-triazin-2-yl)-3,4,5,6-tetrakis(9H-pyrido[3,4-b]indol-9-yl)phenyl)benzo[d]oxazole